2-(3-methyl-5-methoxyphenoxy)acetyl chloride CC=1C=C(OCC(=O)Cl)C=C(C1)OC